BrC1=CN=C(C=2N=C(NC(C21)=O)SC)OC 5-bromo-8-methoxy-2-(methylthio)pyrido[3,4-d]pyrimidin-4(3H)-one